ClC1=NC=C2C(=N1)N(N=C2C)[C@@H]2CC[C@H](CC2)CO[Si](C(C)C)(C(C)C)C(C)C trans-[4-(6-chloro-3-methyl-pyrazolo[3,4-d]pyrimidin-1-yl)cyclohexyl]methoxy-triisopropyl-silane